octaethylenglycol monododecyl ether C(CCCCCCCCCCC)OCCOCCOCCOCCOCCOCCOCCOCCO